undecynate C(C#CCCCCCCCC)(=O)[O-]